(tert-butyl 2-(2,3-dihydrofuro[2,3-c]imidazo[1,5-a]pyridin-7-yl) propan-2-yl) carbamate C(N)(OC(C)(CC(C)(C)C)C1=NC=C2N1C=CC1=C2OCC1)=O